4-(3-hydroxypropyloxy)azobenzene OCCCOC1=CC=C(C=C1)N=NC1=CC=CC=C1